(R)-6-(4-(2-(2-methoxyethoxy)phenyl)piperidin-1-yl)-2-(pyridazin-4-yl)-2-azaspiro[3.4]octane COCCOC1=C(C=CC=C1)C1CCN(CC1)[C@H]1CC2(CN(C2)C2=CN=NC=C2)CC1